NC1=C(C(=O)O)C=C(C(=C1I)C1=NC=C(C=C1)F)C(F)(F)F 2-amino-4-(5-fluoropyridin-2-yl)-3-iodo-5-(trifluoromethyl)benzoic acid